rac-tert-Butyl 4-((2S,3R,4R)-1-acetyl-2-cyclopropyl-4-((6-methoxypyridin-2-yl)amino)-3-methyl-1,2,3,4-tetrahydroquinolin-6-yl)-5,6-dihydropyridine-1(2H)-carboxylate C(C)(=O)N1[C@H]([C@@H]([C@H](C2=CC(=CC=C12)C1=CCN(CC1)C(=O)OC(C)(C)C)NC1=NC(=CC=C1)OC)C)C1CC1 |r|